2-((1-(2-((1R,5S,6s)-6-((methoxycarbonyl)amino)-3-azabicyclo[3.1.0]hexan-3-yl)-3,6-dimethyl-4-oxo-3,4-dihydroquinazolin-8-yl)ethyl)amino)benzoic acid COC(=O)NC1[C@@H]2CN(C[C@H]12)C1=NC2=C(C=C(C=C2C(N1C)=O)C)C(C)NC1=C(C(=O)O)C=CC=C1